FC1=CC=C(CCN[C@H](C(=O)C2=CNC3=CC(=CC=C23)C)C2=CC=CC=C2)C=C1 |r| (S)- and (R)-2-((4-fluorophenethyl)amino)-1-(6-methyl-1H-indol-3-yl)-2-phenylethan-1-one